dibenzo[C,E]oxazepin C1=CC=CC2=NOC=C3C(=C21)C=CC=C3